1-(3-((1-allyl-6,7-dichloro-2,2-dioxido-4,9-dihydro-[1,2,6]thiadiazino[4,3-g]indol-3(1H)-yl)methyl)piperidin-1-yl)-5-methoxypentan-1-one C(C=C)N1S(N(CC=2C=C(C=3C(=CNC3C21)Cl)Cl)CC2CN(CCC2)C(CCCCOC)=O)(=O)=O